(1S,2R)-8-Chloro-1-(methoxymethoxy)-1,2,3,4-tetrahydronaphthalin-2-yl-carbamat ClC=1C=CC=C2CC[C@H]([C@H](C12)OCOC)NC([O-])=O